nitrogen 2-[5-bromo-2-(3-chloro-2-pyridyl)pyrazol-3-yl]-8-chloro-6-(trifluoromethyl)-3,1-benzoxazin-4-one BrC=1C=C(N(N1)C1=NC=CC=C1Cl)C1=NC2=C(C(O1)=O)C=C(C=C2Cl)C(F)(F)F.[N]